octyl phenyl ether C1(=CC=CC=C1)OCCCCCCCC